3-(4-((5-cyclopropyl-3-(2,6-dichlorophenyl)isoxazol-4-yl)methoxy)piperidin-1-yl)-1-((2-(trimethylsilyl)ethoxy)methyl)-1H-pyrazole-5-carbonitrile C1(CC1)C1=C(C(=NO1)C1=C(C=CC=C1Cl)Cl)COC1CCN(CC1)C1=NN(C(=C1)C#N)COCC[Si](C)(C)C